5-fluoro-4-(3-oxo-5,6-dihydro-3H-[1,2,4]triazolo[3,4-c]-[1,4]-oxazin-2(8H)-yl)-2-{[(2S)-1,1,1-trifluoropropan-2-yl]oxy}benzamide FC=1C(=CC(=C(C(=O)N)C1)O[C@H](C(F)(F)F)C)N1N=C2COCCN2C1=O